FC(C(=O)O)(F)F.FC(C(=O)O)(F)F.C1NCC2=C(C=CC=C12)N(C(C=C)=O)CCC1=CC=NC=C1 N-isoindolin-4-yl-N-[2-(4-pyridyl)ethyl]prop-2-enamide bistrifluoroacetate